Cl.N[C@H](CC1=CC2=C(N=C(N=C2NCC=2SC=CN2)Cl)N1)C 6-[(2S)-2-aminopropyl]-2-chloro-N-[(1,3-thiazol-2-yl)methyl]-7H-pyrrolo[2,3-d]pyrimidin-4-amine hydrochloride